C([O-])([O-])=O.[Mn+2].[S+2].C([O-])([O-])=O sulfur manganese carbonate